(P)-1-(4-BROMO-5-FLUORO-2-METHOXYPHENYL)-N-(4-METHOXYBENZYL)-2-OXO-N-(PYRIDAZIN-3-YL)-1,2-DIHYDROQUINOLINE-6-SULFONAMIDE BrC1=CC(=C(C=C1F)N1C(C=CC2=CC(=CC=C12)S(=O)(=O)N(C=1N=NC=CC1)CC1=CC=C(C=C1)OC)=O)OC